C=CCCC 1-PENTENE